O=C1NC(CCC1N1C(C2=CC=CC(=C2C1=O)NCCCCCCNC(=O)C=1N=CN(C1)C=1N=C(SC1)N1CCOCC1)=O)=O N-(6-((2-(2,6-dioxopiperidin-3-yl)-1,3-dioxoisoindolin-4-yl)amino)hexyl)-1-(2-morpholinothiazol-4-yl)-1H-imidazole-4-carboxamide